1-(2-((1R,3S,5R)-3-((6-bromo-3-methylpyridin-2-yl)carbamoyl)-5-methyl-2-azabicyclo[3.1.0]hexan-2-yl)-2-oxoethyl)-N-(sec-butyl)-5-(2-methylpyrimidin-5-yl)-1H-indazole-3-carboxamide BrC1=CC=C(C(=N1)NC(=O)[C@H]1N([C@@H]2C[C@@]2(C1)C)C(CN1N=C(C2=CC(=CC=C12)C=1C=NC(=NC1)C)C(=O)NC(C)CC)=O)C